6-[3-(4-mesyl-2-anisidino)-1-propynyl]-4-(1-methyl-4-piperidylamino)-1-(2,2,2-trifluoroethyl)indole S(=O)(=O)(C)C=1C=C(C(OC)=CC1)NCC#CC1=CC(=C2C=CN(C2=C1)CC(F)(F)F)NC1CCN(CC1)C